COCN1C=NC=C1 1-(methoxymethyl)imidazole